C(C1=CC=CC=C1)OC1=CC(=C(C(=O)C2[C@@H](CCC2)C=O)C=C1OC)[N+](=O)[O-] (1R)-2-(4-(benzyloxy)-5-methoxy-2-nitrobenzoyl)cyclopentane-1-carbaldehyde